FC1=C(C=CC=C1F)CN1C(CCC1=O)CC(=O)NS(=O)(=O)C(F)(F)F 2-[1-[(2,3-difluorophenyl)methyl]-5-oxopyrrolidin-2-yl]-N-(trifluoromethylsulfonyl)acetamide